NC=1N=C(C2=C(N1)C=CN(C2=O)CC2=CC=C(C=C2)CN2CCCC2)NC(CNC(C)=O)CCC N-(2-((2-amino-5-oxo-6-(4-(pyrrolidin-1-ylmethyl)benzyl)-5,6-dihydropyrido[4,3-d]pyrimidin-4-yl)amino)pentyl)acetamide